O1[C@@H](COCC1)CNC(=O)C1=C(C2=C(CCC3=CN(N=C23)CC2CCOCC2)O1)C(F)(F)F N-{[(2R)-1,4-dioxan-2-yl]methyl}-2-[(oxan-4-yl)methyl]-8-(trifluoromethyl)-4,5-dihydro-2H-furo[2,3-g]indazole-7-carboxamide